8-((1S,2S,4R)-bicyclo[2.2.1]heptan-2-yl)-7-oxo-2-(1,2,3,4-tetrahydroisoquinolin-6-ylamino)-7,8-dihydropyrido[2,3-d]pyrimidine-6-carbonitrile [C@H]12[C@H](C[C@H](CC1)C2)N2C(C(=CC1=C2N=C(N=C1)NC=1C=C2CCNCC2=CC1)C#N)=O